Oxazolinone C1C(=O)N=CO1